OC(=O)C1(O)C[C@H](O)[C@@H](N)[C@@H](O1)[C@H](O)[C@H](O)CO cis-neuraminic acid